C1(=CC=CC=C1)P(OC(C(=CC1=CC=C(C=C1)OC)C1=CC=CC=C1)=C1SCCCS1)(=O)C1=CC=CC=C1 1-(1,3-Dithian-2-ylidene)-3-(4-methoxyphenyl)-2-PHENYLALLYL DIPHENYLPHOSPHINATE